C(C)OC(C1=CC=C(C=C1)N)=O para-aminobenzoic acid ethyl ester